2-(2,6-dioxopiperidin-3-yl)-4-(((1-(1-((R)-2-hydroxypropanoyl)piperidin-4-yl)-1H-pyrazol-4-yl)methyl)amino)isoindoline-1,3-dione O=C1NC(CCC1N1C(C2=CC=CC(=C2C1=O)NCC=1C=NN(C1)C1CCN(CC1)C([C@@H](C)O)=O)=O)=O